1-(6-((4-(1-(4-((9-cyclopentyl-8-(phenylamino)-9H-purin-2-yl)amino)phenyl)piperidin-4-yl)piperazin-1-yl)methyl)pyridazin-3-yl)dihydropyrimidine-2,4(1H,3H)-dione C1(CCCC1)N1C2=NC(=NC=C2N=C1NC1=CC=CC=C1)NC1=CC=C(C=C1)N1CCC(CC1)N1CCN(CC1)CC1=CC=C(N=N1)N1C(NC(CC1)=O)=O